S1C=NC2=C1C=CC(=C2)C(=O)N2CCC1(CC(NC1=O)=O)CC2 8-(Benzo[d]thiazole-5-carbonyl)-2,8-diazaspiro[4.5]decane-1,3-dione